Oxolin-2-one O1C(C=CC1)=O